OC1=NC=CC=C1B(O)O (2-hydroxy-3-pyridinyl)boronic acid